N-(2-amino-2-oxoethyl)-2-(4-hydroxy-2-oxotetrahydropyrrol-1-yl)acetamide NC(CNC(CN1C(CC(C1)O)=O)=O)=O